N1=C(C=CC=C1)NC(=O)C=1C=CC(=C2C=CC=NC12)N[C@@H]1CN(CC1)CC(N1[C@@H](C[C@@H](C1)F)C#N)=O N-(2-Pyridyl)-5-[[(3S)-1-[2-oxo-2-[(2S,4S)-2-cyano-4-fluoro-pyrrolidin-1-yl]ethyl]pyrrolidin-3-yl]amino]chinolin-8-carboxamid